C[Sn](C=1C(NC(NN1)=O)=O)(C)C 6-(trimethylstannyl)-1,2,4-triazine-3,5(2H,4H)-dione